1-(6-(4-fluorophenyl)pyrazin-2-yl)-N-(4-methyl-1-azabicyclo[3.2.2]non-4-yl)piperidine-4-carboxamide FC1=CC=C(C=C1)C1=CN=CC(=N1)N1CCC(CC1)C(=O)NC1(CCN2CCC1CC2)C